(3aS,6aR)-2-(6,7-dihydro-4H-thieno[3,2-c]pyran-2-ylcarbonyl)hexahydrocyclopenta[c]pyrrole S1C(=CC=2COCCC21)C(=O)N2C[C@H]1[C@@H](C2)CCC1